9α-fluoro-11β,17α,21-trihydroxy-16β-methylpregna-1,4-diene-3,20-dione C[C@H]1C[C@H]2[C@@H]3CCC4=CC(=O)C=C[C@@]4([C@]3([C@H](C[C@@]2([C@]1(C(=O)CO)O)C)O)F)C